(R)-2-(2-amino-3-phenylpropoxy)-6-(methoxy-d3)benzoic acid benzyl ester hydrochloride Cl.C(C1=CC=CC=C1)OC(C1=C(C=CC=C1OC([2H])([2H])[2H])OC[C@@H](CC1=CC=CC=C1)N)=O